BrC1=CC=C2C(=C1)N(C(C21CCN(CC1)C(C)C)=O)C 6-bromo-1'-isopropyl-1-methyl-spiro[indoline-3,4'-piperidin]-2-one